(S)-N-(4-(methylthio)benzyl)-1-(2-(4-(trifluoromethyl)phenyl)-2H-pyrazolo[4,3-d]pyrimidin-7-yl)piperidine-3-carboxamide CSC1=CC=C(CNC(=O)[C@@H]2CN(CCC2)C=2C=3C(N=CN2)=CN(N3)C3=CC=C(C=C3)C(F)(F)F)C=C1